3-bromo-5-(difluoromethyl)-1-(tetrahydro-2H-pyran-2-yl)-1H-pyrazole BrC1=NN(C(=C1)C(F)F)C1OCCCC1